(2S)-10-((5-Chloro-2-(6-hydroxy-1,4-diazepan-1-yl)pyrimidin-4-yl)amino)-2-cyclopropyl-3,3-difluoro-7-methyl-1,2,3,4-tetrahydro-[1,4]oxazepino[2,3-c]chinolin-6(7H)-on ClC=1C(=NC(=NC1)N1CCNCC(C1)O)NC1=CC=2C3=C(C(N(C2C=C1)C)=O)OCC([C@@H](N3)C3CC3)(F)F